O[C@H]1[C@H](N(CC1)C(CNC(=O)C=1C=CC=2SC3=CC=CC=C3OC2C1)=O)C(=O)NCC1=CC=2C=NC=CC2N1 (2S,3R)-3-Hydroxy-1-[2-(phenoxathiine-3-carbonylamino)acetyl]-N-(1H-pyrrolo[3,2-c]pyridin-2-ylmethyl)pyrrolidine-2-carboxamide